tert-butyl-6-(4-bromo-3-(3-(dimethylamino)but-2-enoyl)-5-methyl-1H-pyrazol-1-yl)-2-azaspiro[3.3]heptane-2-carboxylate C(C)(C)(C)OC(=O)N1CC2(C1)CC(C2)N2N=C(C(=C2C)Br)C(C=C(C)N(C)C)=O